2-(4-fluorophenoxy)-6,7-dihydropyrrolo[1,2-a]thiazolo[5,4-d]pyrimidin-9(5H)-one FC1=CC=C(OC=2SC=3N=C4N(C(C3N2)=O)CCC4)C=C1